N=1S(CCN2C1C(=CC=C2)C(=O)O)(=O)=O 3,4-dihydropyrido[2,1-c][1,2,4]thiadiazine-9-carboxylic acid 2,2-dioxide